4-cyano-N-((1s,3s)-3-((5-(5-(methylsulfonyl)thiazol-2-yl)-1H-pyrrolo[2,3-b]pyridin-4-yl)amino)cyclobutyl)pyridine-2-sulfonamide C(#N)C1=CC(=NC=C1)S(=O)(=O)NC1CC(C1)NC1=C2C(=NC=C1C=1SC(=CN1)S(=O)(=O)C)NC=C2